rac-3-{[(3,3-Difluorocyclobutyl)methoxy]methyl}-1,4'-bipiperidine dihydrochloride rac-Benzyl-3-{[(3,3-difluorocyclobutyl)methoxy]methyl}[1,4'-bipiperidine]-1'-carboxylate C(C1=CC=CC=C1)OC(=O)N1CCC(CC1)N1C[C@@H](CCC1)COCC1CC(C1)(F)F.Cl.Cl.FC1(CC(C1)COC[C@H]1CN(CCC1)C1CCNCC1)F |r|